Cl.ClC=1C=CC(=C(CNC[C@H]2CNCC2)C1)OCC (R)-N-(5-chloro-2-ethoxybenzyl)-1-(pyrrolidin-3-yl)methanamine hydrochloride